methylsulfonyl-[3-[(1R)-3-(3-hydroxy-3-methyl-azetidin-1-yl)-1-[[(6S)-6-tert-butyl-5,6,7,8-tetrahydrothieno[2,3-b]quinoline-2-carbonyl]amino]propyl]phenyl]azanide CS(=O)(=O)[N-]C1=CC(=CC=C1)[C@@H](CCN1CC(C1)(C)O)NC(=O)C1=CC=2C(=NC=3CC[C@@H](CC3C2)C(C)(C)C)S1